4-(1-(5-(2-chloro-4-(trifluoromethyl)phenyl)-2H-indazol-2-yl)-3-methylbutyl)benzeneFormamide ClC1=C(C=CC(=C1)C(F)(F)F)C1=CC2=CN(N=C2C=C1)C(CC(C)C)C1=CC=C(C=C1)C(=O)N